(S)-N-((2S,3R)-3-hydroxy-4-(N-isobutylbenzo[d]thiazole-6-sulfonylamino)-1-phenylbutan-2-yl)-2-oxooxazolidine-5-carboxamide O[C@@H]([C@H](CC1=CC=CC=C1)NC(=O)[C@@H]1CNC(O1)=O)CN(CC(C)C)S(=O)(=O)C1=CC2=C(N=CS2)C=C1